NC(C)(C)C1=CC(=NC(=C1)C1=CC=C(C=C1)F)O[C@H]1[C@@H]2CN(C[C@]12C)C(=O)C1=C(N=C(S1)C1=NC=CC=N1)C |o1:18,19,23| rel-((1R,5S,6s)-6-((4-(2-aminopropan-2-yl)-6-(4-fluorophenyl)pyridin-2-yl)oxy)-1-methyl-3-azabicyclo[3.1.0]hexan-3-yl)(4-methyl-2-(pyrimidin-2-yl)thiazol-5-yl)methanone